FC=1C(NC(N(C1)[C@H]1C[C@@H]([C@H](O1)[C@@H](C)O[P@@](=O)(OC1=CC=CC=C1)N[C@@H](C)C(=O)OCC(CC)CC)O)=O)=O 2-ethylbutyl ((R)-((R)-1-((2S,3S,5R)-5-(5-fluoro-2,4-dioxo-3,4-dihydropyrimidin-1(2H)-yl)-3-hydroxytetrahydrofuran-2-yl)ethoxy)(phenoxy)phosphoryl)-L-alaninate